FC1=C(C=C(C=C1)CS(=O)(=O)N1C(CC(CC1)=O)(C)C)[N+](=O)[O-] 1-[(4-fluoro-3-nitro-phenyl)methylsulfonyl]-2,2-dimethyl-piperidin-4-one